N=1N2C(=C(C1)N1N=C3C(=CC1=O)NN=C3C3=CC=C(C=C3)N3CCN(CC3)C)CCC2 5-(5,6-Dihydro-4H-pyrrolo[1,2-b]pyrazol-3-yl)-3-(4-(4-methylpiperazin-1-yl)phenyl)-1H-pyrazolo[4,3-c]pyridazin-6(5H)-on